N,N-diallyl-3-bromoaniline C(C=C)N(C1=CC(=CC=C1)Br)CC=C